C1(CCCCC1)N1C[C@H]([C@@H](CC1)NC(=O)C1=NOC(=C1)C1=C(C=C(C=C1)F)F)C(=O)N1CC(CC1)C1=NC=CC=C1 |o1:8,9| 5-(2,4-Difluoro-phenyl)-isoxazole-3-carboxylic acid [(3R*,4R*)-1-cyclohexyl-3-(3-pyridin-2-yl-pyrrolidine-1-carbonyl)-piperidin-4-yl]-amide